CC1=CC2=C(N(N=N2)C(=O)OC(C)(C)C)C=C1 tert-butyl 5-methyl-1H-benzo[d][1,2,3]triazole-1-carboxylate